N-(2-methylpentan-3-yl)cyclohexane-1,2-diamine CC(C)C(CC)NC1C(CCCC1)N